5-((5-ethyl-2-methoxy-pyridin-4-yl)oxy)pyrimidine-2,4-diamine C(C)C=1C(=CC(=NC1)OC)OC=1C(=NC(=NC1)N)N